FC1=C(NC=2C(=NC(=C(N2)NC)C=2C3=C(C=NC2)N(C=N3)C)C(=O)N)C=CC(=C1F)N1[C@@H]3CO[C@H](C1)C3 3-[2,3-difluoro-4-[(1S,4S)-2-oxa-5-azabicyclo[2.2.1]hept-5-yl]anilino]-5-(methylamino)-6-(3-methylimidazo[4,5-c]pyridin-7-yl)pyrazine-2-carboxamide